4-fluoro-N-[4-fluoro-5-(2-morpholin-4-ylpyrimidin-5-yl)-2-[(3R,5S)-3,4,5-trimethylpiperazin-1-yl]phenyl]-3-methylbenzamide FC1=C(C=C(C(=O)NC2=C(C=C(C(=C2)C=2C=NC(=NC2)N2CCOCC2)F)N2C[C@H](N([C@H](C2)C)C)C)C=C1)C